Methyl 6-(4-(N-(1-phenethylpiperidin-4-yl)propionamido)phenyl)hexanoate C(CC1=CC=CC=C1)N1CCC(CC1)N(C(CC)=O)C1=CC=C(C=C1)CCCCCC(=O)OC